tert-butyl (S)-(1-(methoxy(methyl)amino)-1-oxo-4-phenylbutan-2-yl)carbamate CON(C([C@H](CCC1=CC=CC=C1)NC(OC(C)(C)C)=O)=O)C